5-((2-amino-3-fluoropyridine-4-yl)methyl)-3,4-difluoro-2-((2-fluoro-4-iodophenyl)amino)benzoic acid hydrochloride Cl.NC1=NC=CC(=C1F)CC=1C(=C(C(=C(C(=O)O)C1)NC1=C(C=C(C=C1)I)F)F)F